(1,5-cyclooctadiene) tetrafluoroborate rhodium (I) [Rh+].F[B-](F)(F)F.C1=CCCC=CCC1